N-[3-Hydroxy-2-methylpropyl]-5-(1-methyl-1H-pyrazol-3-yl)-6-[4-(trifluoromethyl)phenoxy]pyridine-3-carboxamide OCC(CNC(=O)C=1C=NC(=C(C1)C1=NN(C=C1)C)OC1=CC=C(C=C1)C(F)(F)F)C